2-(2-(iso-Butyl-(4-methyl-4'-((4-methylpiperazin-1-yl)sulfonyl)-[1,1'-biphenyl]-3-yl)amino)thiazol-4-yl)pyrimidine-4,6-diamine C(C(C)C)N(C=1SC=C(N1)C1=NC(=CC(=N1)N)N)C=1C=C(C=CC1C)C1=CC=C(C=C1)S(=O)(=O)N1CCN(CC1)C